6-(4,4-difluoropiperidin-1-yl)-4-methylpyridinecarbohydrazide FC1(CCN(CC1)C1=CC(=CC(=N1)C(=O)NN)C)F